N,N-dimethyl-1-adamantylamine CN(C)C12CC3CC(CC(C1)C3)C2